3-(6-(1-((1H-indol-7-yl)methyl)-1H-1,2,3-triazol-4-yl)-2-aminopyrimidin-4-yl)2-methylbenzonitrile N1C=CC2=CC=CC(=C12)CN1N=NC(=C1)C1=CC(=NC(=N1)N)C=1C(=C(C#N)C=CC1)C